C12(CCC3=CC=C(C=C13)O)CCC1=CC=C(C=C12)O spirobiindan-6,6'-diol